N,7-Dimethyl-4-(4-((3-(pyridin-4-yl)propyl)amino)piperidin-1-yl)thieno[3,2-d]pyrimidin-2-amine CNC=1N=C(C2=C(N1)C(=CS2)C)N2CCC(CC2)NCCCC2=CC=NC=C2